C(C)N1[C@H](CCC1)CNC(C1=C(C=CC(=C1)S(N)(=O)=O)O)=O |r| N-[[(2RS)-1-ethylpyrrolidin-2-yl]methyl]-2-hydroxy-5-sulfamoyl-benzamide